4,5-bis(2-methoxyethoxy)-2-nitrophenyl carbamate C(N)(OC1=C(C=C(C(=C1)OCCOC)OCCOC)[N+](=O)[O-])=O